COC1=CC=C(CN2C(=NC=3C2=C2C(=NC3N)C=C(S2)C2=NNC=C2)CCCN2CCN(CC2)S(=O)(=O)C)C=C1 1-(4-methoxybenzyl)-2-(3-(4-(methylsulfonyl)piperazin-1-yl)propyl)-7-(1H-pyrazol-3-yl)-1H-imidazo[4,5-d]thieno[3,2-b]pyridin-4-amine